ethyl 4-cyclopropyl-3-(1-methylindazol-6-yl)-1,2-thiazole-5-carboxylate C1(CC1)C=1C(=NSC1C(=O)OCC)C1=CC=C2C=NN(C2=C1)C